6-((benzyloxy)carbonyl)-4-(4-fluorobenzyl)-8,8-dimethyl-7,8-dihydro-6H-pyrrolo[2,3-e][1,2,4]triazolo[1,5-a]pyridine-2-carboxylic acid C(C1=CC=CC=C1)OC(=O)N1CC(C2=C1C=C(C=1N2N=C(N1)C(=O)O)CC1=CC=C(C=C1)F)(C)C